NCCCC(CCCN)CCCN 1,7-diamino-4-(3-aminopropyl)heptane